NCC1=CC=C(C=C1)N1C2=NC(=NC=C2N=C1NC1=CC(=CC=C1)Cl)NC1(CCOCC1)C 9-(4-(aminomethyl)phenyl)-N8-(3-chlorophenyl)-N2-(4-methyltetrahydro-2H-pyran-4-yl)-9H-purine-2,8-diamine